CCCCC[C@@H]1[C@@H](O1)C/C=C\\C=C\\[C@H](C/C=C\\CCCC(=O)[O-])OO The molecule is a polyunsaturated fatty acid anion that is the conjugate base of (8S)-hydroperoxy-(14S,15R)-epoxy-(5Z,9E,11Z)-icosatrienoate, obtained by deprotonation of the carboxy group; major species at pH 7.3. It is a conjugate base of an (8S)-hydroperoxy-(14S,15R)-epoxy-(5Z,9E,11Z)-icosatrienoic acid.